CC=1C(=C2C=NNC2=CC1)C1=C(C=C2C(=NC(=NC2=C1OCC(F)(F)F)OC1CCN(CC1)C1CCOCC1)N1CCC2(CN(C2)C(C=C)=O)CC1)C=C 1-{7-[7-(5-methyl-1H-indazol-4-yl)-2-{[1-(tetrahydro-2H-pyran-4-yl)piperidin-4-yl]oxy}-8-(2,2,2-trifluoroethoxy)-6-vinylquinazolin-4-yl]-2,7-diazaspiro[3.5]non-2-yl}prop-2-en-1-one